N-[9-[(2R,6S)-6-[[bis(4-methoxyphenyl)-phenyl-methoxy]methyl]-4-cyclohexyl-6-(hydroxymethyl)morpholin-2-yl]-6-oxo-1H-purin-2-yl]-2-methyl-propanamide COC1=CC=C(C=C1)C(OC[C@@]1(O[C@H](CN(C1)C1CCCCC1)N1C=2N=C(NC(C2N=C1)=O)NC(C(C)C)=O)CO)(C1=CC=CC=C1)C1=CC=C(C=C1)OC